ClC(C(=O)O)Cl di-chloroacetic acid